3-[4-[(Dimethylamino)methyl]anilino]-5-(methylamino)-6-(3-methylimidazo[4,5-c]pyridin-7-yl)pyrazine-2-carboxamide bis-formate salt C(=O)O.C(=O)O.CN(C)CC1=CC=C(NC=2C(=NC(=C(N2)NC)C=2C3=C(C=NC2)N(C=N3)C)C(=O)N)C=C1